FC=1C(=C2C=NN(C2=CC1)C)NC(OC(C)(C)C)=O tert-butyl (5-fluoro-1-methyl-1H-indazol-4-yl)carbamate